(+-)-α-tocopherol CC1=C(C2=C(CCC(O2)(C)CCCC(C)CCCC(C)CCCC(C)C)C(=C1O)C)C